γ-glycidoxypropyl-dimethoxymethylsilane tert-butyl-(4-carbamoylphenyl)carbamate C(C)(C)(C)N(C(O)=O)C1=CC=C(C=C1)C(N)=O.C(C1CO1)OCCC[SiH2]C(OC)OC